5-((4-Chloro-5-((3-(1-(3-((5-cyanopyridin-3-yl)methoxy)-4-formylbenzoyl)indolin-4-yl)-2-methylbenzyl)oxy)-2-formylphenoxy)methyl)nicotinonitrile ClC1=CC(=C(OCC=2C=NC=C(C#N)C2)C=C1OCC1=C(C(=CC=C1)C1=C2CCN(C2=CC=C1)C(C1=CC(=C(C=C1)C=O)OCC=1C=NC=C(C1)C#N)=O)C)C=O